C1=CC=CC=2C3=CC=CC=C3C(C12)COC(=O)N1CC(CC(C1)OS(=O)(=O)C1=CC=C(C=C1)C)(F)F 3,3-difluoro-5-(p-tolylsulfonyloxy)piperidine-1-carboxylic acid 9H-fluoren-9-ylmethyl ester